BOCcarbamoyl chloride C(=O)(OC(C)(C)C)NC(=O)Cl